(1r,4r)-2'-[3-(benzyloxy)cyclobutyl]-4-(3-chloroanilino)spiro[cyclohexane-1,1'-indene]-4-carboxylic acid C(C1=CC=CC=C1)OC1CC(C1)C=1C2(C3=CC=CC=C3C1)CCC(CC2)(C(=O)O)NC2=CC(=CC=C2)Cl